2,4-dimethyltricosanoic acid CC(C(=O)O)CC(CCCCCCCCCCCCCCCCCCC)C